COC1=CC=2C3=C(C=NC2C=C1)C(=NN3C=3C=C(C=CC3C)N3CCC(CC3)N(C)C)C3=CC(=CC=C3)OC 1-{3-[8-methoxy-3-(3-methoxyphenyl)-1H-pyrazolo[4,3-c]quinolin-1-yl]-4-methylphenyl}-N,N-dimethylpiperidin-4-amine